(1S,2S,3S,6R,7R,8R,10S)-3-{[(1S)-1-carbamoyl-2-[(3S)-2-oxopyrrolidin-3-yl]ethyl]carbamoyl}-9,9-difluoro-4-azatetracyclo[5.3.1.0{2,6}.0{8,10}]undecane-4-carboxylic acid tert-butyl ester C(C)(C)(C)OC(=O)N1[C@@H]([C@H]2[C@H]3[C@@H]4C([C@@H]4[C@@H]([C@H]2C1)C3)(F)F)C(N[C@@H](C[C@H]3C(NCC3)=O)C(N)=O)=O